C(C=1C(O)=CC=CC1)(=O)OCC(=O)O carboxymethyl salicylate